(2S,5'R)-7-chloro-3',4-dimethoxy-6-[3-(1-methoxyethyl)-1,2,4-oxadiazol-5-yl]-5'-methyl-spiro[benzofuran-2,4'-cyclohex-2-ene]-1',3-dione ClC1=C(C=C(C=2C([C@]3(C(=CC(C[C@H]3C)=O)OC)OC21)=O)OC)C2=NC(=NO2)C(C)OC